Phenylboronat C1(=CC=CC=C1)B([O-])[O-]